C12COCC(CN(C1)CCCCN1C3=CC=C(C=C3OC=3C=C(C=CC13)C=1C=C3C=NNC3=CC1)C=1C=C3C=NNC3=CC1)C2 10-(4-(3-oxa-7-azabicyclo[3.3.1]nonan-7-yl)butyl)-3,7-di(1H-indazol-5-yl)-10H-phenoxazine